The molecule is a lead coordination entity in which a central lead(2+) atom is coordinated to two acetate ions. It has a role as an insecticide. It contains a lead(2+). CC(=O)O[Pb]OC(=O)C